cis-2-(2,6-dioxopiperidin-3-yl)-5-(4-((1-(2-fluoro-4-(7-hydroxy-3-phenylchroman-4-yl)phenyl)piperidin-4-yl)methyl)piperazin-1-yl)isoindoline-1,3-dione O=C1NC(CCC1N1C(C2=CC=C(C=C2C1=O)N1CCN(CC1)CC1CCN(CC1)C1=C(C=C(C=C1)[C@@H]1[C@@H](COC2=CC(=CC=C12)O)C1=CC=CC=C1)F)=O)=O